BrC(C(=O)C1=CC=C(C=C1)O[Si](C)(C)C(C)(C)C)C 2-bromo-1-(4-((tert-butyldimethylsilyl)oxy)phenyl)propan-1-one